CN1N=NC2=C1C=CC(=C2)CNC(=O)[C@H]2N(C[C@H](C2)N2CCN(CC2)CC2=CC=CC=C2)C([C@@H](CCC2=CC=CC=C2)N)=O (2S,4S)-1-((R)-2-Amino-4-phenyl-butyryl)-4-(4-benzyl-piperazin-1-yl)-pyrrolidine-2-carboxylic acid (1-methyl-1H-benzotriazol-5-ylmethyl)-amide